ClC1=C(C=CC(=C1)Cl)[C@@H](C)N1N=NC=2C1=NC(=CN2)N2CC(C2)NC (R)-1-(1-(1-(2,4-dichlorophenyl)ethyl)-1H-[1,2,3]triazolo[4,5-b]pyrazin-6-yl)-N-methylazetidin-3-amine